2-(ethylsulfonyl)-3-(1-methyl-5-(trifluoromethyl)-1H-benzo[d]imidazol-2-yl)pyrazolo[1,5-a]pyrimidine C(C)S(=O)(=O)C1=NN2C(N=CC=C2)=C1C1=NC2=C(N1C)C=CC(=C2)C(F)(F)F